tributylammonium tetrakis(para-trifluoromethylphenyl)borate FC(C1=CC=C(C=C1)[B-](C1=CC=C(C=C1)C(F)(F)F)(C1=CC=C(C=C1)C(F)(F)F)C1=CC=C(C=C1)C(F)(F)F)(F)F.C(CCC)[NH+](CCCC)CCCC